OC1(CCC2=CC=3CCCC3C(=C12)[N+](=O)[O-])CC=CCCN1N=C(C=C1)S(=O)(=O)N(CC1=CC=C(C=C1)OC)CC1=CC=C(C=C1)OC 1-(5-(1-hydroxy-8-nitro-1,2,3,5,6,7-hexahydro-s-indacen-1-yl)pent-3-en-1-yl)-N,N-bis(4-methoxybenzyl)-1H-pyrazole-3-sulfonamide